C[Si](C)(C)C(=O)C methyl (trimethylsilyl) ketone